NCCC(CN1C(C(CC1)C1=CC(=CC=C1)C(F)(F)F)C)O 4-Amino-1-(2-methyl-3-(3-(trifluoromethyl)phenyl)pyrrolidin-1-yl)butan-2-ol